tetrapyridyl-gold N1=C(C=CC=C1)[Au](C1=NC=CC=C1)(C1=NC=CC=C1)C1=NC=CC=C1